5-[5-[(1R)-1-(3,5-dimethyl-pyridazin-4-yl)ethoxy]-1H-indazol-3-yl]-2-methoxy-pyridine-3-carbonitrile CC=1N=NC=C(C1[C@@H](C)OC=1C=C2C(=NNC2=CC1)C=1C=C(C(=NC1)OC)C#N)C